CC=1OC(=CC1C(=O)NC1=NC(=NS1)CC(C)O)C1=CC(=CC=C1)C(F)(F)F 2-methyl-5-(3-(trifluoromethyl)phenyl)-N-(3-(2-hydroxypropyl)-1,2,4-thiadiazol-5-yl)furan-3-carboxamide